5-(1-methylcyclopropoxy)-3-[4-[4-(piperazin-1-ylmethyl)-1-piperidyl]-2-pyridyl]-1H-indazole CC1(CC1)OC=1C=C2C(=NNC2=CC1)C1=NC=CC(=C1)N1CCC(CC1)CN1CCNCC1